4-(4-((1R,5S)-3,8-diazabicyclo[3.2.1]octan-3-yl)-2-(((2R,7aS)-2-fluorotetrahydro-1H-pyrrolizin-7a(5H)-yl)methoxy)quinazolin-7-yl)-5,6-difluoronaphthalen-2-ol [C@H]12CN(C[C@H](CC1)N2)C2=NC(=NC1=CC(=CC=C21)C2=CC(=CC1=CC=C(C(=C21)F)F)O)OC[C@]21CCCN1C[C@@H](C2)F